5-benzyl-3-methoxy-11-methyl-10,10-bis(propan-2-yl)-2,9-dioxa-5-aza-10-siladodecan-7-ol C(C1=CC=CC=C1)N(CC(OC)OC)CC(CO[Si](C(C)C)(C(C)C)C(C)C)O